(rac)-2-((3R,4R)-4-((tertbutoxycarbonyl)amino)tetrahydrofuran-3-yl)ethyl 4-methylbenzenesulfonate CC1=CC=C(C=C1)S(=O)(=O)OCC[C@H]1COC[C@@H]1NC(=O)OC(C)(C)C |r|